7'-bromo-5'-(methoxymethoxy)-2',3'-dihydrospiro[cyclopropane-1,1'-indene] BrC=1C=C(C=C2CCC3(C12)CC3)OCOC